1-((6-cyclopropylimidazo[1,2-a]pyridin-2-yl)methyl)-N-(2-fluoro-3-methoxy-6-(4H-1,2,4-triazol-4-yl)benzyl)-1H-1,2,3-triazole-4-carboxamide C1(CC1)C=1C=CC=2N(C1)C=C(N2)CN2N=NC(=C2)C(=O)NCC2=C(C(=CC=C2N2C=NN=C2)OC)F